cymenamine C=1(C(=CC(=CC1)C)N)C(C)C